1-[(1S,4S)-5-[4-[4-(1-bicyclo[1.1.1]pentanylmethoxy)-3-chloro-2-fluoro-anilino]pyrido[3,2-d]pyrimidin-6-yl]-2,5-diazabicyclo[2.2.1]heptan-2-yl]prop-2-en-1-one C12(CC(C1)C2)COC2=C(C(=C(NC=1C3=C(N=CN1)C=CC(=N3)N3[C@@H]1CN([C@H](C3)C1)C(C=C)=O)C=C2)F)Cl